4-(4-(4-(Aminomethyl)phenoxy)-1H-pyrrolo[2,3-b]pyridin-3-yl)-N-benzylpyridin-2-amin NCC1=CC=C(OC2=C3C(=NC=C2)NC=C3C3=CC(=NC=C3)NCC3=CC=CC=C3)C=C1